6-[(2,6-difluoro-4-pyridyl)amino]-3-methoxy-N-spiro[3.4]octan-3-yl-pyridine-2-carboxamide FC1=NC(=CC(=C1)NC1=CC=C(C(=N1)C(=O)NC1CCC12CCCC2)OC)F